phosphinopyrrole 4-((chlorosulfonyl)oxy)-3,3-dimethylbutyl-2,6-dimethylbenzoate ClS(=O)(=O)OCC(CCOC(C1=C(C=CC=C1C)C)=O)(C)C.PC=1NC=CC1